O=S1(CCC(CC1)NCC=1C=C2C=C(N(C2=CC1)CC(F)(F)F)C#CCNC=1C=CC(=NC1)C(C#N)(C)C)=O 2-(5-{[3-(5-{[(1,1-dioxo-1λ6-thian-4-yl)amino]methyl}-1-(2,2,2-trifluoroethyl)-1H-indol-2-yl)prop-2-yn-1-yl]amino}pyridin-2-yl)-2-methylpropanenitrile